C(CCCCC)C=1C(=C(C(=O)[O-])C=CC1C(=O)[O-])CC(CCCC)CC Hexyl(2-ethylhexyl)terephthalat